(R)-2-hydroxy-3-((R)-2-(3-(methylsulfonyl)-2-oxoimidazolidine-1-carboxamido)-2-(4-phosphonophenyl)acetamido)-3,4-dihydro-2H-benzo[e][1,2]oxaborinine-8-carboxylic acid OB1OC2=C(C[C@@H]1NC([C@@H](C1=CC=C(C=C1)P(=O)(O)O)NC(=O)N1C(N(CC1)S(=O)(=O)C)=O)=O)C=CC=C2C(=O)O